ClC=1C=C(C=CC1Cl)NC([C@H](C(C)C)NC(C(CC(C)C)P(O)(O)=O)=O)=O (1-(((S)-1-((3,4-Dichlorophenyl)amino)-3-methyl-1-oxobutan-2-yl)amino)-4-methyl-1-oxopentan-2-yl)phosphonic acid